(2S,4R)-6-chloro-N-{3-[2-(4-chloro-3-fluorophenoxy)acetamido]bicyclo[1.1.1]pentan-1-yl}-4-hydroxy-3,4-dihydro-2H-1-benzopyran-2-carboxamide ClC=1C=CC2=C([C@@H](C[C@H](O2)C(=O)NC23CC(C2)(C3)NC(COC3=CC(=C(C=C3)Cl)F)=O)O)C1